ClC1=CC=C(C=C1)C=1C(=C(NC1C1=NC2=C(N1)C=CC(=C2)N2CCOCC2)C)C(C)=O 1-(4-(4-chlorophenyl)-2-methyl-5-(5-morpholinyl-1H-benzo[d]imidazol-2-yl)-1H-pyrrol-3-yl)ethan-1-one